1-(6-(4-isopropyl-4H-1,2,4-triazol-3-yl)pyridin-2-yl)-3-(3-(1,2,3,6-tetrahydropyridin-4-yl)phenyl)urea C(C)(C)N1C(=NN=C1)C1=CC=CC(=N1)NC(=O)NC1=CC(=CC=C1)C=1CCNCC1